CC1=CN2CCCC2=C1C(=O)N 6-methyl-2,3-dihydro-1H-pyrrolizine-7-carboxamide